C(C)(C)(C)OC(=O)N([C@H](C(=O)N[C@@H]1C(N2[C@@H](OCC1)CC([C@H]2C(=O)OC)(C)C)=O)C)C Methyl (4S,7S,9aS)-4-[(2S)-2-{[(tert-butoxy)carbonyl](methyl)amino}propanamido]-8,8-dimethyl-5-oxo-octahydropyrrolo[2,1-b][1,3]oxazepine-7-carboxylate